6-(2-(cyclopropylamino)-5,6-dimethylpyrimidin-4-yl)-N-(1-methyl-1H-pyrazol-5-yl)-5,6,7,8-tetrahydro-1,6-naphthyridin-3-amine C1(CC1)NC1=NC(=C(C(=N1)N1CC=2C=C(C=NC2CC1)NC1=CC=NN1C)C)C